C1(CCC1)C1=NC=2N(C(=C1)NCC1(CN(C1)C(=O)NC([2H])([2H])[2H])C1=CC=C(C=C1)F)N=C(C2)C(F)(F)F 3-(((5-Cyclobutyl-2-(trifluoromethyl)pyrazolo[1,5-a]pyrimidin-7-yl)amino)methyl)-3-(4-fluorophenyl)-N-(methyl-d3)azetidine-1-carboxamide